tert-butyl 4-({1-[4-(2,6-dioxopiperidin-3-yl)phenyl]piperidin-4-yl} methyl)piperazine-1-carboxylate O=C1NC(CCC1C1=CC=C(C=C1)N1CCC(CC1)CN1CCN(CC1)C(=O)OC(C)(C)C)=O